COC1=CC=C(C=C1)CN(C1=CC(=C(C(=N1)C)C(F)(F)F)B(O)O)CC1=CC=C(C=C1)OC [6-[bis[(4-methoxyphenyl)methyl]amino]-2-methyl-3-(trifluoromethyl)-4-pyridinyl]boronic acid